2-{3-[(3R,5S)-3,5-dimethylpiperazin-1-yl]-1,2,4-triazin-6-yl}-5-(2-methyl[1,2,4]triazolo[1,5-a]pyrazin-6-yl)phenol C[C@@H]1CN(C[C@@H](N1)C)C=1N=NC(=CN1)C1=C(C=C(C=C1)C=1N=CC=2N(C1)N=C(N2)C)O